N1(CCC1)C(=O)C=1N=C2C(=NC1)N=C(S2)NC(C2=CN=C(C=C2C2=C(C=CC(=C2)C#N)OC)C)=O N-(6-(Azetidine-1-carbonyl)thiazolo[4,5-b]pyrazin-2-yl)-4-(5-cyano-2-methoxyphenyl)-6-methylnicotinamide